3-((tert-butoxycarbonyl)amino)-3-(hydroxymethyl)piperidine-1-carboxylic acid benzyl ester C(C1=CC=CC=C1)OC(=O)N1CC(CCC1)(CO)NC(=O)OC(C)(C)C